2,2-dibenzyl-3-oxo-3-phenylpropanenitrile C(C1=CC=CC=C1)C(C#N)(C(C1=CC=CC=C1)=O)CC1=CC=CC=C1